5-(4-chlorophenyl)-3-iodo-benzoic acid methyl ester COC(C1=CC(=CC(=C1)C1=CC=C(C=C1)Cl)I)=O